(3R)-4-[(2,4-Dimethoxyphenyl)methyl]-3-methyl-piperazin-2-one COC1=C(C=CC(=C1)OC)CN1[C@@H](C(NCC1)=O)C